C(C)C(C)(CCCC)O 2-ethyl-2-hexanol